O=C(COCC(=O)N(CCOCCOCCOCCOC)C1CCN(CC1)C(=O)OCC1C2=CC=CC=C2C=2C=CC=CC12)OC1=C(C(=C(C(=C1F)F)F)F)F (9H-fluoren-9-yl)methyl 4-(2-(2-oxo-2-(perfluorophenoxy)ethoxy)-N-(2,5,8,11-tetraoxatridecan-13-yl)acetamido)piperidine-1-carboxylate